C12(CCCC3=CC=CC=C13)C(C2)C(=O)O trans-3',4'-dihydro-2'H-spiro[cyclopropane-1,1'-naphthalene]-2-carboxylic acid